NC=1C2=C(C(=NC1)C1=C3C(=NC=C1)N(C=C3)C)CNC2=O 7-amino-4-(1-methyl-1H-pyrrolo[2,3-b]pyridin-4-yl)-2,3-dihydro-1H-pyrrolo[3,4-c]pyridin-1-one